C[C@@H]1NC2=CC=C3C(=C2CC1)N=C(N3CC(NCC3=NN(C=C3)C)=O)CCN3N=CC=C3 (7S)-7-Methyl-3-({[(1-methyl-1H-pyrazol-3-yl)methyl]carbamoyl}methyl)-2-[2-(1H-pyrazol-1-yl)ethyl]-3H,6H,7H,8H,9H-imidazo[4,5-f]chinolin